3-(phenyl-d5)-9H-carbazole-1,2,4,5,6,7,8-d7 dioctadecyl-diphosphite C(CCCCCCCCCCCCCCCCC)OP(OCCCCCCCCCCCCCCCCCC)OP(O)O.C1(=C(C(=C(C(=C1[2H])[2H])[2H])[2H])[2H])C1=C(C(=C2NC3=C(C(=C(C(=C3C2=C1[2H])[2H])[2H])[2H])[2H])[2H])[2H]